NC1=NC=CC=C1C1=NC=2C(=NC(=CC2)N2N=CC=C2)N1C=1C=C2CC[C@@H](C2=CC1)NC(C1=CC(=C(C=C1)C#C)C=O)=O N-[(1S)-5-[2-(2-aminopyridin-3-yl)-5-(pyrazol-1-yl)imidazo[4,5-b]pyridin-3-yl]-2,3-dihydro-1H-inden-1-yl]-4-ethynyl-3-formylbenzamide